C(C)(C)(C)OC(=O)NC=1SC=C(N1)/C(/C(N[C@@H]1C(NOC1)=O)=O)=N/OC1(CCC(CC1)(F)F)C(=O)OC(C)(C)C tert-butyl 1-{[(Z)-(1-{2-[(tert-butoxycarbonyl)amino]-1,3-thiazol-4-yl}-2-oxo-2-{[(4S)-3-oxo-1,2-oxazolidin-4-yl]amino}ethylidene)amino]oxy}-4,4-difluorocyclohexane-1-carboxylate